C(C)(=O)[O-].C1(=CC=CC=C1)C1=NC(=CC2=CC=CC=C12)[Ir+]C=1N=C(C2=CC=CC=C2C1)C1=CC=CC=C1 bis-(1-phenylisoquinolyl)iridium (III) acetate